2,4-dimethyl-3,4-dihydro-2H-pyrido[4,3-b][1,4]oxazin-8-amine CC1CN(C2=C(O1)C(=CN=C2)N)C